tert-butyl {2-methoxy-1-[6-(1-methylcyclopropyl)-1-oxo-2,3-dihydro-1H-pyrrolo[3,4-c]pyridin-4-yl]ethyl}carbamate COCC(C1=NC(=CC2=C1CNC2=O)C2(CC2)C)NC(OC(C)(C)C)=O